2-(2-thienyl-methyl-carbamoylamino)ethyl-ammonium chloride [Cl-].S1C(=CC=C1)NC(=O)N(CC[NH3+])C